[N+](=O)([O-])C1=CC=CC2=C(OC=C12)C 7-nitro-3-methylisobenzofuran